FC=1C=C(C=CC1)C1=C(C=C2C(=N1)N=C(S2)OC)C 5-(3-fluorophenyl)-2-methoxy-6-methyl-thiazolo[4,5-b]pyridine